(3R)-4-amino-N-(cyclopropylmethyl)-3-methyl-N-((6-(trifluoromethyl)-3-pyridazinyl)methyl)-1,3-dihydrofuro[3,4-c]quinoline-8-carboxamide NC1=NC=2C=CC(=CC2C2=C1[C@H](OC2)C)C(=O)N(CC=2N=NC(=CC2)C(F)(F)F)CC2CC2